(6-(furan-3-yl)benzofuran-2-yl)(2,9-diazaspiro[5.5]undec-2-yl)methanone O1C=C(C=C1)C1=CC2=C(C=C(O2)C(=O)N2CC3(CCC2)CCNCC3)C=C1